2-((3S,5R)-5-ethyl-1-(imidazo[4,5-d]pyrrolo[2,3-b]pyridine-1(6H)-yl)pyrrolidin-3-yl)acetonitrile C(C)[C@@H]1C[C@H](CN1N1C=NC=2C1=C1C(=NC2)NC=C1)CC#N